2-(3,5-dichloro-4-((6'-methyl-2'-oxospiro[cyclobutane-1,3'-indolin]-5'-yl)oxy)phenyl)-3,5-dioxo-2,3,4,5-tetrahydro-1,2,4-triazine-6-carboxylic acid ClC=1C=C(C=C(C1OC=1C=C2C3(C(NC2=CC1C)=O)CCC3)Cl)N3N=C(C(NC3=O)=O)C(=O)O